C1CNCCC2=C1C=CC=C2 2,3,4,5-tetrahydro-1H-benzo[d]azepin